N=1C(=CN2C=NC=CC21)C(=O)O imidazo[1,2-c]pyrimidine-2-carboxylic acid